S1OC=C(N2[C@H]1CC2=O)C(=O)O oxa-3-cephem-4-carboxylic acid